BrC1=NC=2CCN(CC2C=C1)C(=O)OC(C)(C)C tert-butyl 2-bromo-5,6,7,8-tetrahydro-1,6-naphthyridine-6-carboxylate